N1N=NN=C1C1=C(C=CC=C1)C=1C=C(C2=C([C@H](C(O2)(C)C)C2=CC=CC=C2)C1)NC(=O)NC1=CC=C(C=C1)C |r| (±)-1-(5-(2-(1H-Tetrazol-5-yl)phenyl)-2,2-dimethyl-3-phenyl-2,3-dihydrobenzofuran-7-yl)-3-(p-tolyl)urea